(1R,3S)-3-[3-({[2-methyl-5-(methylsulfonyl) pyridin-4-yl]acetyl}amino)-1H-pyrazol-5-yl]cyclopentyl propylcarbamate C(CC)NC(O[C@H]1C[C@H](CC1)C1=CC(=NN1)NC(CC1=CC(=NC=C1S(=O)(=O)C)C)=O)=O